C(C)(C)(C)OC(=O)N1C=C(C2=CC=CC=C12)C(C(=O)N(C)C)C 3-(1-(dimethylamino)-1-oxopropan-2-yl)-1H-indole-1-carboxylic acid tert-butyl ester